methyl (3S)-3-(4-bromophenyl)-3-(tert-butoxycarbonylamino)propanoate BrC1=CC=C(C=C1)[C@H](CC(=O)OC)NC(=O)OC(C)(C)C